3-(6-Bromopyridin-3-yl)azetidine-1-carboxylic acid tert-butyl ester C(C)(C)(C)OC(=O)N1CC(C1)C=1C=NC(=CC1)Br